C(C)(C)(C)C1=CC=C(C=C1)[Si](O)(C)C (4-t-butylphenyl)dimethylsilanol